2-(1-(3-chlorophenyl)-5-oxopyrrolidin-2-yl)acetonitrile ClC=1C=C(C=CC1)N1C(CCC1=O)CC#N